C(C)OC(=O)C=1C2=C(N=C(N1)C1=CN=CS1)C=CS2 2-(Thiazol-5-yl)thieno[3,2-d]pyrimidine-4-carboxylic acid ethyl ester